C(C)(C)(C)OC(=O)N1C(COCCC1)C1=C(C=C(C=C1)OC[C@@H](C)O)Cl 3-(2-chloro-4-((R)-2-hydroxypropoxy)phenyl)-1,4-oxazepan-4-carboxylic acid tert-butyl ester